(2S)-N-(2-dimethylaminoethyl)pyrrolidine-2-carboxamide dihydrochloride Cl.Cl.CN(CCNC(=O)[C@H]1NCCC1)C